6-[3-(Difluoromethoxy)-4-fluoro-phenyl]-1-[(5-fluoro-3-pyridyl)methyl]pyrazolo[4,3-b]pyridine FC(OC=1C=C(C=CC1F)C=1C=C2C(=NC1)C=NN2CC=2C=NC=C(C2)F)F